2-(2,3-difluoro-6-(2-morpholinothiazol-4-yl)phenoxy)-N-(10-((2-(2,6-dioxopiperidin-3-yl)-6-fluoro-1,3-dioxoisoindolin-5-yl)amino)decyl)acetamide FC1=C(OCC(=O)NCCCCCCCCCCNC=2C=C3C(N(C(C3=CC2F)=O)C2C(NC(CC2)=O)=O)=O)C(=CC=C1F)C=1N=C(SC1)N1CCOCC1